FC1=CC=C(N(CC2=NC(=NC=C2)N2CCCC2)CC2=C(C=CC=C2)CO)C=C1 [2-[[4-Fluoro-N-[(2-pyrrolidin-1-ylpyrimidin-4-yl)methyl]anilino]methyl]phenyl]methanol